NCCC(C[Si](OC)(OC)OC)C 2-(aminoethyl)propyltrimethoxy-silane